BrCC(O)C=1OC(=NN1)C1=C(C=CC=C1)NC1=CC=C(C=C1)C(F)(F)F 2-bromo-1-(5-(2-((4-(trifluoromethyl)phenyl)amino)phenyl)-1,3,4-oxadiazol-2-yl)ethan-1-ol